2-(3-Trifluoromethylphenyl)malonic acid FC(C=1C=C(C=CC1)C(C(=O)O)C(=O)O)(F)F